3-(4-amino-3-nitro-phenoxy)azetidine-1-carboxylic acid tert-butyl ester C(C)(C)(C)OC(=O)N1CC(C1)OC1=CC(=C(C=C1)N)[N+](=O)[O-]